[Si](C)(C)(C(C)(C)C)OCCNCCNCCO[Si](C)(C)C(C)(C)C N1,N2-bis(2-((tert-butyldimethylsilyl)oxy)ethyl)ethane-1,2-diamine